C1NCC12CCC(CC2)N2C(=NC1=C3CC[C@@H](NC3=CC=C12)C)CC1=CC=C(C=C1)OC (7S)-3-{2-Azaspiro[3.5]nonan-7-yl}-2-[(4-methoxyphenyl)methyl]-7-methyl-3H,6H,7H,8H,9H-imidazo[4,5-f]chinolin